(S)-3-(3-chloro-4-fluorophenyl)-1-ethyl-1-(2-methyl-1-(1-oxo-1,2-dihydroisoquinolin-4-yl)propyl)urea ClC=1C=C(C=CC1F)NC(N([C@@H](C(C)C)C1=CNC(C2=CC=CC=C12)=O)CC)=O